2-(3,4-Dichlorophenoxy)-N-(3-{2-[(pyridin-3-yl)oxy]acetylamino}bicyclo[1.1.1]pentan-1-yl)acetamide ClC=1C=C(OCC(=O)NC23CC(C2)(C3)NC(COC=3C=NC=CC3)=O)C=CC1Cl